C(CCCCCCC)(SCCC[Si](OCC)(OCC)OCC)=O S-[3-(triethoxysilyl)propyl] octanethioate